trans-5-[[4-[(3S)-3-(6-methoxypyrazin-2-yl)isoxazolidine-2-carbonyl]cyclohexyl]methyl]-2-methyl-benzamide COC1=CN=CC(=N1)[C@H]1N(OCC1)C(=O)[C@@H]1CC[C@H](CC1)CC=1C=CC(=C(C(=O)N)C1)C